CC#CC 1,2-dimethyl-vinylene